1-octadecenyl butanedioate C(CCC(=O)[O-])(=O)OC=CCCCCCCCCCCCCCCCC